NC1=NC(=C2N=CN(C2=N1)[C@H]1C[C@H](C1)COP(=O)(OC1=CC=C(C=C1)Br)N[C@@H](C)C(=O)OC)OCC Methyl (((cis-3-(2-amino-6-ethoxy-9H-purin-9-yl) cyclobutyl) methoxy)(4-bromophenoxy) phosphoryl)-L-alaninate